chlorophenyl-butoxyl-styrene ClC(=C(OCCCC)C1=CC=CC=C1)C1=CC=CC=C1